ClC=1C=CC(=C(C1)C1=C(C=NN1CCO)NC(=O)C=1C=NN2C1N=CC=C2)OC N-(5-(5-chloro-2-methoxyphenyl)-1-(2-hydroxyethyl)-1H-pyrazol-4-yl)pyrazolo[1,5-a]pyrimidine-3-carboxamide